CN(C)CC1=C(C=CC(=N1)NC=1C=CC(=C2CNC(C12)=O)C1=CN=C2N1C=CC(=C2)F)[C@@H]2COCC2 (R)-7-((6-((dimethylamino)-methyl)-5-(tetrahydrofuran-3-yl)pyridin-2-yl)amino)-4-(7-fluoroimidazo[1,2-a]pyridin-3-yl)isoindolin-1-one